Cl.[N+](=O)([O-])C=1C=C(C=CC1)NN 1-(3-nitrophenyl)hydrazine hydrochloride